C1(=CC=CC=C1)COC(=O)N1CCC(=CC1)CCl 4-(chloromethyl)-3,6-dihydropyridine-1(2H)-carboxylic acid phenylmethyl ester